O1CC(C1)C(=O)OC Methyl 3-oxetanecarboxylate